tert-Butyl 4-(4-(1-(4-chloro-6-(((R)-1-hydroxy-4-methylpentan-2-yl)amino)-1,3,5-triazin-2-yl)propan-2-yl)phenyl)piperazine-1-carboxylate ClC1=NC(=NC(=N1)N[C@@H](CO)CC(C)C)CC(C)C1=CC=C(C=C1)N1CCN(CC1)C(=O)OC(C)(C)C